C[Si]1(O[Si](O[Si](O[Si](O1)(ON(CC)CC)ON(CC)CC)(C)C)(C)C)C hexamethyl-bis(diethylaminooxy)cyclotetrasiloxane